Pyrazolo[1,5-a]pyrimidine-3-carboxylic acid [3-(5-chloro-2-difluoromethoxyphenyl)-1H-pyrazol-4-yl] amide ClC=1C=CC(=C(C1)C1=NNC=C1NC(=O)C=1C=NN2C1N=CC=C2)OC(F)F